ClC1=C(C=C(C=C1)F)[C@H]([C@@H](C)C=1N(C(C(=C(N1)C(=O)NC=1C=NOC1)O)=O)C)C=1C=NN(C1)CC1COC1 2-((1r,2r)-1-(2-chloro-5-fluorophenyl)-1-(1-(oxetan-3-ylmethyl)-1H-pyrazol-4-yl)propan-2-yl)-5-hydroxy-N-(isoxazol-4-yl)-1-methyl-6-oxo-1,6-dihydropyrimidine-4-carboxamide